ClC=1C(N(N=CC1N1NC=CC=C1)C1OCCCC1)=O 4-chloro-5-(pyridazin-1-yl)-2-(tetrahydropyran-2-yl)pyridazin-3-one